CN1C(CC(CC1C1=CC=C(C=C1)C(F)(F)F)=O)=O 1-methyl-6-(4-(trifluoromethyl)phenyl)piperidine-2,4-dione